6-oxo-6-(undecan-3-yloxy)hexanoic acid O=C(CCCCC(=O)O)OC(CC)CCCCCCCC